Cl.FC(OC=1C=C(C=CC1)C(C)N)F 1-(3-(difluoromethoxy)phenyl)ethane-1-amine hydrochloride